C(C=C)(=O)N1[C@H](CN(CC1)C1=NC(=NC=2CC(CCC12)N1C2=C(OCC1)C=CC=C2)OC[C@H]2N(CCC2)C(C)C)CC#N 2-((2S)-1-Acryloyl-4-(7-(2,3-dihydro-4H-benzo[b][1,4]oxazin-4-yl)-2-(((S)-1-isopropylpyrrolidin-2-yl)methoxy)-5,6,7,8-tetrahydroquinazolin-4-yl)piperazin-2-yl)acetonitrile